1,4-bis(3-mercaptopropoxy)butane SCCCOCCCCOCCCS